1-(6-bromo-3,4-dihydro-2H-quinolin-1-yl)ethanone BrC=1C=C2CCCN(C2=CC1)C(C)=O